C(C)(C)(C)OC(=O)N(C1=NC=CC(=C1)C=1OC=C(N1)C(=O)OCC)CC(F)(F)F ethyl 2-[2-[tert-butoxycarbonyl(2,2,2-trifluoroethyl)amino]-4-pyridyl]oxazole-4-carboxylate